FC(C1=C(C=CC(=C1)C(F)(F)F)C1CCC2=C(N(C1=O)CC#CC=1C=NC(=CC1)C=1N=NC(=CC1)C)C=CC(=C2)F)(F)F 3-(2,4-bis(trifluoromethyl)phenyl)-7-fluoro-1-(3-(6-(6-methylpyridazin-3-yl)pyridin-3-yl)prop-2-ynyl)-4,5-dihydro-1H-benzo[b]azepin-2(3H)-one